C(C)(=O)N1CCN(CC1)CC1=CC2=C(C(N(CC(O2)(C)C)C[C@@H](CN2CC3=CC=CC=C3CC2)O)=O)C=C1 8-[(4-acetylpiperazin-1-yl)methyl]-4-[(2R)-3-(3,4-dihydro-1H-isoquinolin-2-yl)-2-hydroxy-propyl]-2,2-dimethyl-3H-1,4-benzoxazepin-5-one